ClC=1C=C(C=CC1F)NC(N([C@@H](C)C1=CN=C(C2=NC=CN=C21)NC)C)=O (S)-3-(3-chloro-4-fluorophenyl)-1-methyl-1-(1-(5-(methylamino)pyrido[3,4-b]pyrazin-8-yl)ethyl)urea